1-(tert-butoxycarbonyl)-5-methoxy-1H-indole-3-carboxylic acid C(C)(C)(C)OC(=O)N1C=C(C2=CC(=CC=C12)OC)C(=O)O